(S)-quinuclidin-3-yl (5-(4-methoxyphenyl)-2,2-dimethyl-2,3-dihydro-1H-inden-1-yl)carbamate COC1=CC=C(C=C1)C=1C=C2CC(C(C2=CC1)NC(O[C@@H]1CN2CCC1CC2)=O)(C)C